BrC=1C=NN(C1)CCCCN1C=C(C2=CC=CC(=C12)O)F 1-(4-(4-bromo-1H-pyrazol-1-yl)butyl)-3-fluoro-indol-7-ol